1,1-dichloro-1,3-disilacyclohexane Cl[Si]1(C[SiH2]CCC1)Cl